methyl 1-(6-fluoroindoline-1-carbonyl)-4-[2-oxo-2-(N-phenylanilino) ethyl]piperidine-4-carboxylate FC1=CC=C2CCN(C2=C1)C(=O)N1CCC(CC1)(C(=O)OC)CC(N(C1=CC=CC=C1)C1=CC=CC=C1)=O